ClC1=C(C=CC=C1Cl)N1C2CN(C(C1)CC2)CC=2C=C1CN(C(C1=CC2)=O)N2C(NC(CC2)=O)=O 1-(5-((5-(2,3-dichlorophenyl)-2,5-diazabicyclo[2.2.2]octan-2-yl)methyl)-1-oxoisoindolin-2-yl)dihydropyrimidine-2,4(1H,3H)-dione